2-methylpentanoic acid-(1-methylpropyl) ester CC(CC)OC(C(CCC)C)=O